C1(CC1)C(=O)N Cyclopropanecarboxamide